C(N)(=O)C1=C(C(=CC(=C1)Cl)C)NC(=O)C=1N(N=C(C1)CN1N=C(N=N1)C1=CC=C(C=C1)F)C1=NC=CC=C1Cl N-(2-carbamoyl-4-chloro-6-methyl-phenyl)-2-(3-chloro-2-pyridyl)-5-[[5-(4-fluorophenyl)tetrazol-2-yl]methyl]pyrazole-3-carboxamide